FC(C=1C=CC(=NC1)O[C@H]1CN(CC1)C1=C(C(=O)OC(C)(C)C)C=CC=C1)(F)F (R)-tert-butyl 2-(3-(5-(trifluoromethyl)pyridin-2-yloxy)pyrrolidin-1-yl)benzoate